dl-(±)-4'-(β-methylpentyl)biphenylboronic acid C[C@@H](CC1=CC=C(C=C1)C=1C(=CC=CC1)B(O)O)CCC |r|